N1(CCC1)C1=CC(=NC=C1)N1N=CC(=C1)S(=O)(=O)NC=1C2=C(C=NC1OC)C=NN2C 1-(4-(AZETIDIN-1-YL)PYRIDIN-2-YL)-N-(6-METHOXY-1-METHYL-1H-PYRAZOLO[4,3-C]PYRIDIN-7-YL)-1H-PYRAZOLE-4-SULFONAMIDE